2-(6-{5-chloro-2-[(6-methylpyrimidin-4-yl)amino]pyrimidin-4-yl}-1-oxo-2,3-dihydro-1H-isoindol-2-yl)-N-[(1S)-2-hydroxy-1-(3-methylphenyl)ethyl]acetamide ClC=1C(=NC(=NC1)NC1=NC=NC(=C1)C)C1=CC=C2CN(C(C2=C1)=O)CC(=O)N[C@H](CO)C1=CC(=CC=C1)C